(R)-N-(2-fluoro-5-(2-(2-hydroxyethoxy)-6-morpholinopyridin-4-yl)-4-methylphenyl)-2-(trifluoromethyl)thiomorpholine-4-carboxamide FC1=C(C=C(C(=C1)C)C1=CC(=NC(=C1)N1CCOCC1)OCCO)NC(=O)N1C[C@@H](SCC1)C(F)(F)F